O1COC2=C1C=CC(=C2)C2C(C(N(C2)CC(=O)N(CCCC)CCCC)C2=CC=C(C=C2)OC)C(=O)O 4-(1,3-benzodioxol-5-yl)-1-[2-(dibutylamino)-2-oxoethyl]-2-(4-methoxyphenyl)pyrrolidine-3-carboxylic acid